C(CCC)NC(CNC1=NC=2C=CC=CC2C=2N1N=C(N2)C2=C(C=CC=C2)OC(F)(F)F)=O N-butyl-N2-{2-[2-(trifluoromethoxy)phenyl][1,2,4]triazolo[1,5-c]quinazolin-5-yl}glycinamide